3,4-diiodo-1H-pyrrole-2,5-dione IC=1C(NC(C1I)=O)=O